tert-Butyl (4S)-4-[3-[[6-[(6-tert-butyl-2-chloro-pyridine-3-carbonyl)sulfamoyl]-2-pyridyl]amino]-4-methyl-pentyl]-2,2-dimethyl-pyrrolidine-1-carboxylate C(C)(C)(C)C1=CC=C(C(=N1)Cl)C(=O)NS(=O)(=O)C1=CC=CC(=N1)NC(CC[C@H]1CC(N(C1)C(=O)OC(C)(C)C)(C)C)C(C)C